N-(tert-butyl)-3-((2-((4-(2-(4-((6-(2,4-dioxotetrahydropyrimidin-1(2H)-yl)pyridazin-3-yl)methyl)piperazin-1-yl)ethoxy)phenyl)amino)-5-methylpyrimidin-4-yl)amino)benzenesulfonamide C(C)(C)(C)NS(=O)(=O)C1=CC(=CC=C1)NC1=NC(=NC=C1C)NC1=CC=C(C=C1)OCCN1CCN(CC1)CC=1N=NC(=CC1)N1C(NC(CC1)=O)=O